FC1=CC=C(C=C1)C=1N(CN=CC1C=1C=C2C(=CC=NC2=CC1)C)N 4-(4-fluorophenyl)-5-(4-methylquinolin-6-yl)pyrimidin-3-amine